1-heptadec-9-yl 4-{6-[(2-hydroxyethyl) [6-oxo-6-(undecyloxy) hexyl] amino] hexyl} butanediate C(CCC(=O)OCCCCCCN(CCCCCC(OCCCCCCCCCCC)=O)CCO)(=O)OC(CCCCCCCC)CCCCCCCC